1-methyl-6H-tribenzo[c,f,H]chromen-6-one CC1=CC=CC2=C1C1=C3C(=COC1=C1C2=CC(C=C1)=O)C=CC=C3